tert-butyl (2R,5S)-5-((8-oxa-5-azaspiro[3.5]nonan-5-yl) methyl)-2-methylpiperazine-1-carboxylate C1CCC12N(CCOC2)C[C@@H]2NC[C@H](N(C2)C(=O)OC(C)(C)C)C